C(CCCCCCCC)(=O)OCCCCCCCCCCCCCCCCCC stearyl pelargonate